3,4,5-trihydroxy-6-((3-methyl-1-((S)-1-propylpyrrolidin-3-yl)-6,7,8,9-tetrahydro-3H-pyrazolo[3,4-c]isoquinolin-5-yl)oxy)tetrahydro-2H-pyran-2-carboxylic acid OC1C(OC(C(C1O)O)OC1=NC2=C(C=3CCCCC13)C(=NN2C)[C@@H]2CN(CC2)CCC)C(=O)O